(S)-2-difluoromethyl-7-ethoxy-6-methoxy-1-(2-(5-methoxy-1H-indol-3-yl)ethyl)-1,2,3,4-tetrahydroisoquinoline FC(N1[C@H](C2=CC(=C(C=C2CC1)OC)OCC)CCC1=CNC2=CC=C(C=C12)OC)F